CC1=NNC(=C1[N+](=O)[O-])NC(C)=O N-(3-methyl-4-nitro-1H-pyrazol-5-yl)acetamide